COC=1C=C(COC(=O)NC2=CC=C(C=C2)C(C(=O)OC)OC(=O)OC2=CC=C(C=C2)[N+](=O)[O-])C=C(C1)OC methyl 2-(4-((((3,5-dimethoxybenzyl)oxy)carbonyl)amino)phenyl)-2-(((4-nitrophenoxy)carbonyl)oxy)acetate